FC1=C(C=CC(=C1)N1C(OCC=N1)=O)C1=CC(=C(C=C1)F)C (2,4'-difluoro-3'-methylbiphenyl-4-yl)-3,6-dihydro-2H-1,3,4-oxadiazin-2-one